C(C)(=O)OC1C(OC(C(C1OC(C)=O)OC(C)=O)C(=O)OC)OC1=C(C=C(C=C1)C=O)[N+](=O)[O-] 2-(4-formyl-2-nitrophenoxy)-6-(methoxycarbonyl)tetrahydro-2H-pyran-3,4,5-triyl triacetate